CN1N=CC=2C(=NC(=CC21)C(=O)N)C=2N(C=C(N2)C2=CC(=NN2CCC)C)C 1-methyl-4-[1-methyl-4-(3-methyl-1-propyl-1H-pyrazol-5-yl)-1H-imidazol-2-yl]-1H-pyrazolo[4,3-c]pyridine-6-carboxamide